OC1=C(C=CC=C1)C1(CCCC1)C1=C(C=CC=C1)O 1,1-bis(hydroxyphenyl)cyclopentane